[Na+].P(=O)(OCC(CCCC)CC)(OCC(CCCC)CC)[O-] Di(2-ethylhexyl) phosphate sodium salt